C(C=C)(=O)OCCCCCCOC1=CC=C(C(=O)OC2=C(C=C(C=C2)OC(=O)C2CCC(CC2)CCCC)C=NNC=2SC3=C(N2)C=CC=C3)C=C1 [2-[(1,3-benzothiazol-2-ylhydrazono)methyl]-4-(4-butylcyclohexanecarbonyl)oxyphenyl] 4-(6-prop-2-enoyloxyhexoxy)benzoate